C1(CC1)C=1N=NN(C1)[C@H](C(=O)N1[C@@H](C[C@H](C1)O)C(=O)NCCCC1=NN(N=C1)C)C(C)(C)C (2S,4R)-1-[(2S)-2-(4-cyclopropyltriazol-1-yl)-3,3-dimethyl-butanoyl]-4-hydroxy-N-[3-(2-methyltriazol-4-yl)propyl]pyrrolidine-2-carboxamide